[N+](=O)([O-])C1=CC=2\C(\C3=CC=CC=C3C2C=C1)=C\C=1C(=NC=CC1)OCCN 2-[3-[(E)-(2-nitrofluoren-9-ylidene)methyl]pyridin-2-yl]oxyethanamine